BrC1=C(C=CC=2OCOC21)C 4-bromo-5-methyl-1,3-benzodioxole